C(C)C(C(=O)OCCOCCOC(C(CCCC)CC)=O)CCCC diethylene glycol bis-(2-ethylhexanoate)